BrC1=CC=C(C=C1)C1=NN(C(=C1C(=O)N)Cl)C1CCCC1 3-(4-Bromophenyl)-5-chloro-1-cyclopentyl-pyrazole-4-carboxamide